COC1=C(C=CC(=N1)C=1N=NN(C1C(=O)O)C)NS(=O)(=O)C 4-(6-methoxy-5-(methylsulfonamido)pyridin-2-yl)-1-methyl-1H-1,2,3-triazole-5-carboxylic acid